F[C@@H]1[C@]2(CC[C@@](C[C@@H]1N(C1=CC=C(N=N1)C1=C(C=C3C(C=C(OC3=C1)C)=O)O)C)(N2C)C)C 7-(6-(((1R,2S,3S,5S)-2-fluoro-1,5,8-trimethyl-8-azabicyclo[3.2.1]octan-3-yl)(methyl)amino)pyridazin-3-yl)-6-hydroxy-2-methyl-4H-chromen-4-one